2-(4,4,4-trifluorobutyl)-2H-indazole-6-carboxylate FC(CCCN1N=C2C=C(C=CC2=C1)C(=O)[O-])(F)F